(cis)-4-(5-(2-(difluoromethoxy)-4-(trifluoromethyl)phenyl)pyrido[2,3-d]pyridazin-8-yl)-2,6-dimethylmorpholine FC(OC1=C(C=CC(=C1)C(F)(F)F)C1=C2C(=C(N=N1)N1C[C@H](O[C@H](C1)C)C)N=CC=C2)F